(R)-1-((1H-imidazol-5-yl)methyl)-3-benzyl-4-(thiophen-2-ylsulfonyl)-2,3,4,5-tetrahydro-1H-benzodiazepine-7-carbonitrile N1C=NC=C1CN1N[C@@H](C(CC2=C1C=CC(=C2)C#N)S(=O)(=O)C=2SC=CC2)CC2=CC=CC=C2